(acetyloxy)(phenyl)-λ3-iodanyl acetate C(C)(=O)OI(C1=CC=CC=C1)OC(C)=O